aminoxybenzophenone O(N)C1=C(C(=O)C2=CC=CC=C2)C=CC=C1